CN1CC(C1)(C)[C@@](O)(C=1C=NC=C(C1)OC1CCOCC1)C1=CC=C(C=C1)C(C)C (R)-(1,3-dimethyl-azetidin-3-yl)-(4-isopropyl-phenyl)-[5-(tetrahydro-pyran-4-yloxy)-pyridin-3-yl]-methanol